OC=1C=C(C=NC1)NC(O[C@H](C)[C@H](C)OC1=CC2=C(N=C(S2)C2=C3N=CC(=NC3=CC(=C2)C)OC)C=C1F)=O (2R,3S)-3-((5-fluoro-2-(2-methoxy-7-methylquinoxalin-5-yl)benzo[d]thiazol-6-yl)oxy)butan-2-yl (5-hydroxypyridin-3-yl)carbamate